F[C@H]1CN(CC[C@H]1NC1=CC=CC=2N1N=C(C2CC(F)(F)F)C#CCNC(=O)C=2C=NN(C2)C2COC2)C N-[3-(7-{[(3S,4R)-3-fluoro-1-methylpiperidin-4-yl]amino}-3-(2,2,2-trifluoroethyl)pyrazolo[1,5-a]pyridin-2-yl)prop-2-yn-1-yl]-1-(oxetane-3-yl)-1H-pyrazole-4-carboxamide